CN1N=NC(=C1C=1C=C2C(=NC1)C1=C(N2C(CCC(F)(F)F)C2=CC=CC=C2)C(=NN1C)C(C)(C)O)C 2-(6-(1,4-dimethyl-1H-1,2,3-triazol-5-yl)-1-methyl-4-(4,4,4-trifluoro-1-phenylbutyl)-1,4-dihydropyrazolo[3',4':4,5]pyrrolo[3,2-b]pyridin-3-yl)propan-2-ol